ClC=1C(=NC(=CC1N)N1[C@H](CN(CC1)C1COC1)C)F (S)-3-chloro-2-fluoro-6-(2-methyl-4-(oxetan-3-yl)piperazin-1-yl)pyridin-4-amine